2-fluoro-4-((6-(2-hydroxy-2-(4-methyl-1-oxo-1,3-dihydroisobenzofuran-5-yl)ethyl)-5,6,7,8-tetrahydropyrido[4,3-d]pyrimidin-2-yl)amino)benzonitrile FC1=C(C#N)C=CC(=C1)NC=1N=CC2=C(N1)CCN(C2)CC(C=2C(=C1COC(C1=CC2)=O)C)O